5-bromo-4,7-difluoro-3,3-dimethylindolin-2-one BrC=1C(=C2C(C(NC2=C(C1)F)=O)(C)C)F